4-(3-chlorophenyl)-1,2,4-triazole-3-carbaldehyde ClC=1C=C(C=CC1)N1C(=NN=C1)C=O